3-(6-chloro-2-fluoropyridin-3-yl)-2-methoxybenzaldehyde ClC1=CC=C(C(=N1)F)C=1C(=C(C=O)C=CC1)OC